1-(4-formyl-3-nitro-phenyl)cyclopropanecarbonitrile C(=O)C1=C(C=C(C=C1)C1(CC1)C#N)[N+](=O)[O-]